[N+](=O)([O-])C1=C(C)C(=CC(=C1OC)C(C)(C)C)[N+](=O)[O-] 2,6-dinitro-3-methoxy-4-tert-butyl-toluene